2-chloro-4-((3-hydroxypropyl)amino)pyrimidine-5-carbonitrile ClC1=NC=C(C(=N1)NCCCO)C#N